F[P-](F)(F)(F)(F)F.[Mn+3].ClC1(N2CCN(CCCN(CCN(CC1)CC)CC2)CC)Cl.F[P-](F)(F)(F)(F)F.F[P-](F)(F)(F)(F)F Dichloro-5,12-diethyl-1,5,8,12-tetraazabicyclo[6.6.2]hexadecane manganese (III) hexafluorophosphate